ClC=1C=C2C(C(=CN(C2=CC1N1[C@@H]2C[C@@H]2C[C@@H]1COC1=NC(=CC=C1Cl)OC)C=1C=NC(=CC1)N(C)C)C(=O)O)=O 6-Chloro-7-[(1R,3R,5R)-3-{[(3-chloro-6-methoxy-pyridin-2-yl)oxy]methyl}-2-azabicyclo[3.1.0]hexan-2-yl]-1-[6-(dimethyl-amino)pyridin-3-yl]-4-oxoquinoline-3-carboxylic acid